FC=1C=C(C=C(C1)F)CNC(=O)C=1C(=NC(=CC1C)N1CCOCC1)SC N-[(3,5-Difluoro-phenyl)-methyl]-4-methyl-2-methylsulfanyl-6-morpholin-4-yl-pyridine-3-carboxylic acid amide